2-(4-bromo-2-iodo-5-methoxy-phenyl)-5-(difluoromethyl)oxazole BrC1=CC(=C(C=C1OC)C=1OC(=CN1)C(F)F)I